[O]CC1CCN(CC1)C1=NC=NC2=CC(=C(C=C12)OC)OC 4-(4-((λ1-oxidaneyl)methyl)piperidin-1-yl)-6,7-dimethoxyquinazoline